2-chloro-3-cyclopentylpropionitrile ClC(C#N)CC1CCCC1